FC1=CC=C(C=C1)C(C(=O)NC1=NC=CC(=C1)C1=C(C=2C(N(C=CC2N1)C)=O)C=1C(=NC=CC1)F)C 2-(4-Fluorophenyl)-N-{4-[3-(2-fluoropyridin-3-yl)-5-methyl-4-oxo-4,5-dihydro-1H-pyrrolo[3,2-c]pyridin-2-yl]pyridin-2-yl}propanamid